C[C@H]1N([C@H](COC1)C)C(=O)C1=C(OC=2C(=NC=NC2)N2CC3(C2)CCN(CC3)C[C@@H]3CC[C@H](CO3)NS(=O)(=O)NCC(F)(F)F)C=CC(=C1)F {[(3R,6S)-6-{[2-(5-{2-[(3R,5S)-3,5-Dimethylmorpholine-4-carbonyl]-4-fluorophenoxy}pyrimidin-4-yl)-2,7-diazaspiro[3.5]nonan-7-yl]methyl}oxan-3-yl]sulfamoyl}(2,2,2-trifluoroethyl)amine